ClC=1C=C(C#N)C=CC1S(=O)(=O)N1C[C@@]([C@H](C1)S(=O)(=O)C1=NC=C(C=C1)Cl)(CO)O 3-chloro-4-(((3S,4S)-4-((5-chloropyridin-2-yl)sulfonyl)-3-hydroxy-3-(hydroxymethyl)pyrrolidin-1-yl)sulfonyl)benzonitrile